BrC=1C=C(C(=C(C(=O)[O-])C1)F)C(F)(F)F 5-bromo-2-fluoro-3-(trifluoromethyl)benzoate